Racemic-3-(isoquinolin-4-yl)-1-(5-methyl-2-(trifluoromethyl)pyrimidin-4-yl)-2-oxoimidazolidine-4-carbonitrile C1=NC=C(C2=CC=CC=C12)N1C(N(C[C@@H]1C#N)C1=NC(=NC=C1C)C(F)(F)F)=O |r|